FC=1C2=C(N3C1CNCC3)N=CC(=C2)C(F)(F)F 5-fluoro-3-(trifluoromethyl)-6,7,8,9-tetrahydropyrido[3',2':4,5]pyrrolo[1,2-a]pyrazine